FC=1C=NN(C1)C=1C=CC(=C(C1)O)C1=CN=C(N=N1)N1CC(CC1)NC 5-(4-fluoro-1H-pyrazol-1-yl)-2-{3-[3-(methylamino)pyrrolidin-1-yl]-1,2,4-triazin-6-yl}phenol